C1=NC=C(C2=CC=CC=C12)N1C(N(C[C@H]1C#N)C=1C=NC(=CC1OC)C(F)(F)F)=O (S)-3-(isoquinolin-4-yl)-1-(4-methoxy-6-(trifluoromethyl)pyridin-3-yl)-2-oxoimidazoline-4-carbonitrile